2-(2-chloro-3-methoxybenzoyl)-3,4,6,8,9,9a-hexahydro-1H-pyrido[1,2-a]pyrazin-7-one ClC1=C(C(=O)N2CC3N(CC2)CC(CC3)=O)C=CC=C1OC